ClC1=C(C(=O)Cl)C(=CC(=C1)OCCOC)Cl 2,6-Dichloro-4-(2-methoxyethoxy)benzoyl chloride